CO[Si](C(CCNCCN)C)(OC)OC N-[3-(trimethoxysilyl)butyl]ethylenediamine